C(C=C)(=O)OC1=CC(OC(C=C)=O)=CC=C1 resorcinol diacrylate